COC=CC(=O)OCCC[Si](OC)(OC)OC gamma-(methoxyacryloyloxy)propyl-trimethoxysilane